CN(C1=CC=C(C=C1)/C=C/C=O)C 3-[4-(dimethylamino)phenyl]-(2E)-propen-1-one